FC(C(=O)O)(F)F.NCCC1=CC=C(C=C1)NC(=O)C1=C(C=C(C(=C1)OC)OC)NC(=O)C=1OC2=CC=C(C=C2C(C1)=O)C N-(2-((4-(2-Aminoethyl)phenyl)carbamoyl)-4,5-dimethoxyphenyl)-6-methyl-4-oxo-4H-chromene-2-carboxamide trifluoroacetate